[Si](C)(C)(C(C)(C)C)OC[C@H]1N(CC(C1)=C)C(=O)C1=C(C=C(C(=C1)OC)O[Si](C(C)C)(C(C)C)C(C)C)NC(OC(C)(C)C)=O tert-Butyl (S)-(2-(2-(((tert-butyldimethylsilyl)oxy)methyl)-4-methylenepyrrolidine-1-carbonyl)-4-methoxy-5-((triisopropylsilyl)oxy)phenyl)carbamate